((1R,2R)-2-((S)-1-Hydroxyallyl)cyclobutyl)methyl acetate C(C)(=O)OC[C@H]1[C@@H](CC1)[C@H](C=C)O